gallium bismuth lead indium tin [Sn].[In].[Pb].[Bi].[Ga]